2,2,4,4-tetra-tert-butyl-7-(4,4,5,5-tetramethyl-1,3,2-dioxaborolan-2-yl)benzo[f][1,3,5,2,4]trioxadisilepine C(C)(C)(C)[Si]1(O[Si](OC2=C(O1)C=CC(=C2)B2OC(C(O2)(C)C)(C)C)(C(C)(C)C)C(C)(C)C)C(C)(C)C